CC1(C2CCC1(C=C2)C)C Bornene